ClC=1C=C(C=C(C1)Cl)NC(=O)C1(OCCO1)C(=O)OCC ethyl 2-[(3,5-dichlorophenyl)carbamoyl]-1,3-dioxolane-2-carboxylate